ClC1=CC=CC(=N1)C(CNC(=O)C=1SC(=NN1)C1=C(C=C(C=C1)F)F)(C)C=1C=NN(C1)C N-[2-(6-chloropyridin-2-yl)-2-(1-methylpyrazol-4-yl)propyl]-5-(2,4-difluorophenyl)-1,3,4-thiadiazole-2-carboxamide